NC1=CC=CC(=N1)NS(=O)(=O)C1=CC=C(C=C1)C1=CC=C(C=C1)C#N 4'-cyanobiphenyl-4-sulfonic acid (6-aminopyridin-2-yl)amide